8-[5-[5-[(1R)-1-(3,5-dichloro-4-pyridyl)ethoxy]-1H-indazol-3-yl]pyrimidin-2-yl]-1,3,8-triazaspiro-[4.5]decan-2-one ClC=1C=NC=C(C1[C@@H](C)OC=1C=C2C(=NNC2=CC1)C=1C=NC(=NC1)N1CCC2(CNC(N2)=O)CC1)Cl